N-[(2R,3R,4R)-4-{2-[(Cyclopropylmethyl)amino]ethyl}-2-(4-methoxyphenyl)-2,3,4,9-tetrahydro-1H-carbazol-3-yl]acetamide C1(CC1)CNCC[C@H]1[C@@H]([C@H](CC=2NC3=CC=CC=C3C12)C1=CC=C(C=C1)OC)NC(C)=O